COC(=O)C1(CCCCC1)NC(CC(=O)OC)=O 1-(3-methoxy-3-oxopropionamido)cyclohexane-1-carboxylic acid methyl ester